5-(4-chloro-2-fluorophenyl)-7-((2S,4R)-2-(1-cyclopropyl-1H-pyrazol-4-yl)tetrahydro-2H-pyran-4-yl)-2,3-dimethylpyrido[3,4-b]pyrazine ClC1=CC(=C(C=C1)C1=NC(=CC=2C1=NC(=C(N2)C)C)[C@H]2C[C@H](OCC2)C=2C=NN(C2)C2CC2)F